{[4-hydroxy-1-(8-methoxy-2-methylquinazolin-4-yl)piperidin-4-yl]methyl}(imino)methyl-λ6-sulfanone OC1(CCN(CC1)C1=NC(=NC2=C(C=CC=C12)OC)C)C[SH2](=O)C=N